4,5,6,7-tetrahydroisoxazolo[5,4-c]pyridin-3-ol O1N=C(C2=C1CNCC2)O